tert-butyl N-[(3R)-5-[(4-chlorophenyl)methyl]-7-[5-(diethyl amino)-1,2,4-triazin-3-yl]-8-fluoro-1,1,4-trioxo-2,3-dihydro-1λ6,5-benzothiazepin-3-yl]carbamate ClC1=CC=C(C=C1)CN1C([C@H](CS(C2=C1C=C(C(=C2)F)C=2N=NC=C(N2)N(CC)CC)(=O)=O)NC(OC(C)(C)C)=O)=O